FC1CC(N(C1)C(C(C)C1=CN=NN1)=O)C(=O)NC(C1=CC=CC=C1)C1=CC(=C(C=C1)C(C)C)F 4-fluoro-N-{[3-fluoro-4-(propan-2-yl)phenyl](phenyl)methyl}-1-[2-(1H-1,2,3-triazol-5-yl)propanoyl]pyrrolidine-2-carboxamide